ClC=1C(=CC(=C(C(=O)NC=2C=NNC(C2)=O)C1)OC1=C(C=C(C=C1)F)C)C 5-Chloro-2-(4-fluoro-2-methylphenoxy)-4-methyl-N-(6-oxo-1,6-dihydropyridazin-4-yl)benzamide